N-(2-(Pyridin-3-yl)ethyl)-3-(((7-(pyridin-4-yl)-2,3-dihydrofuro[3,2-c]pyridin-4-yl)amino)methyl)benzamid N1=CC(=CC=C1)CCNC(C1=CC(=CC=C1)CNC1=NC=C(C2=C1CCO2)C2=CC=NC=C2)=O